1-(2-dimethylphosphorylethyl)-4-methoxy-benzene CP(=O)(C)CCC1=CC=C(C=C1)OC